2,6-dichloro-4-[(E)-2-phenylethenyl]pyridine ClC1=NC(=CC(=C1)\C=C\C1=CC=CC=C1)Cl